4,4-dimethylcyclohexane-1-one oxime CC1(CCC(CC1)=NO)C